ClC=1C=C(OC=2C=CC3=C(C(N(S3(=O)=O)C)O)C2C)C=C(C1)F 5-(3-chloro-5-fluorophenoxy)-3-hydroxy-2,4-dimethyl-2,3-dihydrobenzo[d]isothiazole-1,1-dioxide